[O-]CC.[O-]CC.[O-]CC.[Fe+3] ferric triethoxide